(2S,4R)-1-[(2S)-2-(4-cyclopropyltriazol-1-yl)-3,3-dimethyl-butanoyl]-N-[3,3-difluoro-1-(imidazol-1-ylmethyl)cyclobutyl]-4-hydroxy-pyrrolidine-2-carboxamide C1(CC1)C=1N=NN(C1)[C@H](C(=O)N1[C@@H](C[C@H](C1)O)C(=O)NC1(CC(C1)(F)F)CN1C=NC=C1)C(C)(C)C